N-[2-(2-oxoimidazolidine-3-yl)ethyl]methacrylamide O=C1NCCN1CCNC(C(=C)C)=O